sodium (phenyl) cyanate C1(=CC=CC=C1)OC#N.[Na]